ClC=1N=C(C2=C(N1)CC[S@]2=O)NC2CCC(CC2)CO (R)-2-chloro-4-(((1s,4S)-4-(hydroxymethyl)cyclohexyl)amino)-6,7-dihydrothieno[3,2-d]pyrimidine 5-oxide